ClC1=C(CCCC1=CO)C=O 2-chloro-3-(hydroxymethylene)-cyclohex-1-eneformaldehyde